C(C)N(S(=O)(=O)C1CCOCC1)C(C(F)(F)F)C1=CC=C(C=C1)F N-ethyl-N-(2,2,2-trifluoro-1-(4-fluorophenyl)ethyl)tetrahydro-2H-pyran-4-sulfonamide